NC1=C2N=C(N(C2=NC=N1)CCNS(=O)(=O)CC)SC1=CC2=C(CCO2)C=C1I Ethanesulfonic acid {2-[6-amino-8-(5-iodo-2,3-dihydro-benzofuran-6-ylsulfanyl)-purin-9-yl]-ethyl}-amide